ClC=1C=C(C=CC1)CCN1C[C@@]([C@@H](C1)COC1=CC=C(C=C1)S(=O)(=O)C)(O)C (3R,4S)-1-[2-(3-chlorophenyl)ethyl]-4-[(4-methylsulfonylphenoxy)methyl]-3-methylpyrrolidin-3-ol